6-p-toluenesulfonyloxy-N-(2-tert-butylphenyl)-2-naphthylamine CC1=CC=C(C=C1)S(=O)(=O)OC=1C=C2C=CC(=CC2=CC1)NC1=C(C=CC=C1)C(C)(C)C